9-(4-bromophenyl)-10-phenylanthracene BrC1=CC=C(C=C1)C=1C2=CC=CC=C2C(=C2C=CC=CC12)C1=CC=CC=C1